4-[3-[(1R)-1-[[5-[(1R,5S)-8-tert-Butoxycarbonyl-3,8-diazabicyclo[3.2.1]octan-3-yl]-2-methyl-benzoyl]amino]ethyl]-5-hydroxy-phenyl]-1-methyl-pyrrole-2-carboxylic acid C(C)(C)(C)OC(=O)N1[C@H]2CN(C[C@@H]1CC2)C=2C=CC(=C(C(=O)N[C@H](C)C=1C=C(C=C(C1)O)C=1C=C(N(C1)C)C(=O)O)C2)C